C(N)(=O)C1(COC1)NC(=O)C=1N(N=C2C=CC(=CC12)OCC1=C(N=CS1)C)C N-(3-carbamoyl-oxetan-3-yl)-2-methyl-5-[(4-methyl-1,3-thiazol-5-yl)methoxy]-2H-indazole-3-carboxamide